(S)-N-(1-(3-chlorophenyl)-2-(neopentylamino)ethyl)-1-(5-methyl-2-((tetrahydro-2H-pyran-4-yl)amino)pyrimidin-4-yl)-1H-imidazole-4-carboxamide ClC=1C=C(C=CC1)[C@@H](CNCC(C)(C)C)NC(=O)C=1N=CN(C1)C1=NC(=NC=C1C)NC1CCOCC1